2-methyl-3-methyl-sulfanylpyrazine CC1=NC=C(N=C1C)S